C(CCC)C1=CC(C=C1)[Si]([Si](C1C=CC2=C(C=CC=C12)C1=CC=CC2=CC=CC=C12)(C)C)(C)C 1-(3-butylcyclopent-2,4-dien-1-yl)-1,1,2,2-tetramethyl-2-(4-(naphthalen-1-yl)-1H-inden-1-yl)disilane